C(C)C(C(O)O)CC 2-ethylbutane-1,1-diol